(1-cyclohexyl-1H-benzo[d]imidazol-2-yl)methanol C1(CCCCC1)N1C(=NC2=C1C=CC=C2)CO